ClC1=C(COC2CC3C(CN(C3)C(=O)N3N=C(C=C3)C(=O)OC(C)(C)C)C2)C=CC=C1 tert-butyl 1-(trans-5-((2-chlorobenzyl) oxy) octahydrocyclopenta[c]pyrrole-2-carbonyl)-1H-pyrazole-3-carboxylate